5-chloro-2-[[6-chloro-3-(1,4-dioxaspiro[4.5]dec-8-yl)-4-quinolinyl]amino]benzoic acid ClC=1C=CC(=C(C(=O)O)C1)NC1=C(C=NC2=CC=C(C=C12)Cl)C1CCC2(OCCO2)CC1